ClC1=CC=C(CN2C(=NC3=CC=CC=C3C2=O)C(=O)NCCCN(C)C)C=C1 3-(4-Chlorobenzyl)-N-(3-(dimethylamino)propyl)-4-oxo-3,4-dihydroquinazoline-2-carboxamide